1-(5-bromo-4-methylpyridin-2-yl)propan-2-ol BrC=1C(=CC(=NC1)CC(C)O)C